pentafluorophenyl-4-methylphenylacetate FC1=C(C(=C(C(=C1C(C(=O)[O-])C1=CC=C(C=C1)C)F)F)F)F